N-(4,4-difluoro-1-hydroxy-2-methylbutan-2-yl)-2-methyl-6-(o-tolyloxy)indolizine-3-carboxamide FC(CC(CO)(C)NC(=O)C1=C(C=C2C=CC(=CN12)OC1=C(C=CC=C1)C)C)F